1-((3-cyclopropyl-1-(2-(4-(2-hydroxyethoxy)-3,5-dimethylphenylamino)pyrimidin-4-yl)-1H-pyrazol-4-yl)methyl)azetidin-3-ol C1(CC1)C1=NN(C=C1CN1CC(C1)O)C1=NC(=NC=C1)NC1=CC(=C(C(=C1)C)OCCO)C